CC=1C=CC(=C(C(=O)O)C1)N1N=CN=C1 5-methyl-2-(1H-1,2,4-triazol-1-yl)benzoic acid